C1(=CC=CC=C1)[C@@H]1CN(C[C@H]1OC=1SC=C(N1)C=1C=NC=CC1)C(=O)OC(C)(C)C |r| tert-Butyl (±)-trans-3-phenyl-4-{[4-(pyridin-3-yl)-1,3-thiazol-2-yl]oxy}pyrrolidine-1-carboxylate